C(#N)C1(CC1)NS(=O)(=O)C1=CC(=CC=C1)C(=O)N1CC2(C3=CC(=CC=C13)NS(=O)(=O)C)CCC1(CC2)CC1 N-(1-cyanocyclopropyl)-3-(5''-(methylsulfonamido)dispiro[cyclopropane-1,1'-cyclohexane-4',3''-indoline]-1''-carbonyl)benzenesulfonamide